CC(C)(C)[S@@](=O)N[C@H](C)C1=CC2=C(C=N1)N(N=N2)CC(F)(F)F (R)-2-methyl-N-((R)-1-(3-(2,2,2-trifluoroethyl)-3H-[1,2,3]triazolo[4,5-c]pyridin-6-yl)ethyl)propane-2-sulfinamide